(1R,3S,4S)-2-(6-methyl-4-(trifluoromethyl)pyridin-2-yl)-2-azabicyclo[2.2.1]heptane-3-carboxylic acid CC1=CC(=CC(=N1)N1[C@@H]2CC[C@H]([C@H]1C(=O)O)C2)C(F)(F)F